[B].[Fe].[Nd].[Nd].[Nd].C1(CC1)C=1C(=CSC1)CCO 2-(4-Cyclopropylthiophen-3-yl)ethan-1-ol trineodymium iron boron